Cl.FC=1C=C(C=CC1)[C@H](CNC(C[C@H]1CN(CCC1)C(=O)NC)(C)C)O (S)-3-(2-(((R)-2-(3-Fluorophenyl)-2-hydroxyethyl)amino)-2-methyl-propyl)-N-methylpiperidine-1-carboxamide hydrochloride